ClC1=C(CCN[C@H](C(=O)C2=CNC3=C(C=CC=C23)C(=O)NC)C2=CC=CC=C2)C=CC(=C1)Cl |r| (S)- and (R)-3-(2-((2,4-dichlorophenethyl)amino)-2-phenylacetyl)-N-methyl-1H-indole-7-carboxamide